(1-(((2S)-4-(ethylamino)-3-hydroxy-4-oxo-1-((S)-2-oxopyrrolidin-3-yl)butan-2-yl)amino)-3-(1-methylcyclobutyl)-1-oxopropan-2-yl)carbamic acid C(C)NC(C([C@H](C[C@H]1C(NCC1)=O)NC(C(CC1(CCC1)C)NC(O)=O)=O)O)=O